Cl.C1(CCCC1)C=1C=C(C(=O)N2CCN(CC2)C(=O)C2=CC(=CC(=C2)N2CCNCC2)F)C=CC1O[C@@H]1CNCC1 (S)-(4-(3-cyclopentyl-4-(pyrrolidin-3-yloxy)benzoyl)piperazin-1-yl)(3-fluoro-5-(piperazin-1-yl)phenyl)methanone Hydrochloride